4,4-diisocyanato-3,3-dimethylbiphenyl N(=C=O)C1(C(C=C(C=C1)C1=CC=CC=C1)(C)C)N=C=O